C(C)OCOC1=C(C(=CC(=C1)F)C)I 1-(ethoxymethoxy)-5-fluoro-2-iodo-3-methyl-benzene